butyl {[6-(7-chlorothieno[3,2-b]pyridin-2-yl)pyridin-3-yl]methyl}(2-methoxyethyl)carbamate ClC1=C2C(=NC=C1)C=C(S2)C2=CC=C(C=N2)CN(C(OCCCC)=O)CCOC